(S)-2-(1-Methyl-7-oxo-1,7-dihydro-6H-pyrrolo[2,3-d]pyridazin-6-yl)-N-(1-(4-(trifluoromethyl)-phenyl)ethyl)acetamid CN1C=CC2=C1C(N(N=C2)CC(=O)N[C@@H](C)C2=CC=C(C=C2)C(F)(F)F)=O